ClC1=NC(=NC(=C1)Cl)C(=O)NC1CC(C1)C1=CC(=NC=C1)C(F)(F)F 4,6-dichloro-N-(3-(2-(trifluoromethyl)pyridin-4-yl)cyclobutyl)pyrimidine-2-carboxamide